5-(4-([1,4'-bipiperidin]-4-ylmethyl)piperazin-1-yl)-2-(2,6-dioxopiperidine-3-yl)isoindoline-1,3-dione N1(CCC(CC1)CN1CCN(CC1)C=1C=C2C(N(C(C2=CC1)=O)C1C(NC(CC1)=O)=O)=O)C1CCNCC1